CC=1C=CC=C(C1NC=1C=NC(=CC1)C)N 6-methyl-N1-(6-methylpyridin-3-yl)benzene-1,2-diamine